3-imidazol-4-yl-acrylic acid N1C=NC(=C1)C=CC(=O)O